COC(=O)C1=NN2C(NC(C=C2)=O)=C1 5-oxo-4,5-dihydropyrazolo[1,5-a]pyrimidine-2-carboxylic acid methyl ester